C(C)(C)(C)C1=NC(=NO1)C(=O)NCC1=C(C=C(C=C1)C1=NC=NN2C1=CC(=C2)C=2C=NN(C2)CCOC)C 5-(tert-butyl)-N-(4-(6-(1-(2-methoxyethyl)-1H-pyrazol-4-yl)pyrrolo[2,1-f][1,2,4]triazin-4-yl)-2-methylbenzyl)-1,2,4-oxadiazole-3-carboxamide